4-(1,3-dioxolan-2-yl)-N-methyl-3-nitro-aniline O1C(OCC1)C1=C(C=C(NC)C=C1)[N+](=O)[O-]